CC1(N(CC2=C1N=C(N=C2N2[C@@H](COCC2)C)N2C=NC1C2C=CC=C1)C(C1=CC(=CC=C1)S(=O)(=O)C)=O)C (R)-7,7-dimethyl-2-(3a,7a-dihydro-1H-benzo[d]imidazol-1-yl)-6-(3-methylsulfonylbenzoyl)-4-(3-methylmorpholin-4-yl)-6,7-dihydro-5H-pyrrolo[3,4-d]pyrimidine